NC1=NC=C(C2=C1C(=NN2C)C2=CC(=C(C=C2)NS(=O)(=O)C(F)F)O[C@@H](C)C2=CC=C(C=C2)F)C#CC2CCOCC2 (S)-N-(4-(4-amino-1-methyl-7-((tetrahydro-2H-pyran-4-yl)ethynyl)-1H-pyrazolo[4,3-c]pyridin-3-yl)-2-(1-(4-fluorophenyl)ethoxy)phenyl)-1,1-difluoromethane-sulfonamide